[3-[7-(difluoromethyl)-6-(1-methylpyrazol-4-yl)-3,4-dihydro-2H-quinolin-1-yl]-1-[1-(4-piperidylmethyl)-4-piperidyl]-6,7-dihydro-4H-pyrazolo[4,3-c]pyridin-5-yl]ethanone FC(C1=C(C=C2CCCN(C2=C1)C1=NN(C2=C1CN(CC2)C(C)=O)C2CCN(CC2)CC2CCNCC2)C=2C=NN(C2)C)F